cis-6-nonene-diol C(CCCC\C=C/CC)(O)O